tert-Butyl 4-(2-(pyridin-3-ylmethyl)-2H-tetrazol-5-yl)phenethylcarbamate N1=CC(=CC=C1)CN1N=C(N=N1)C1=CC=C(CCNC(OC(C)(C)C)=O)C=C1